methyl (2S,3S,4S,5R,6S)-3,4,5-tris(acetyloxy)-6-[2-(3-[[(9H-fluoren-9-ylmethoxy)carbonyl]amino]propanamido)-4-[[(4-nitrophenoxycarbonyl)oxy]methyl]phenoxy]oxane-2-carboxylate C(C)(=O)O[C@@H]1[C@H](O[C@H]([C@@H]([C@H]1OC(C)=O)OC(C)=O)OC1=C(C=C(C=C1)COC(=O)OC1=CC=C(C=C1)[N+](=O)[O-])NC(CCNC(=O)OCC1C2=CC=CC=C2C=2C=CC=CC12)=O)C(=O)OC